C(C)N(C1(CN(CC1)C1=C(C(=C(C(=C1)F)S(=O)(=O)NC1=NC(=CC=C1)F)F)CC)C)CC 4-(3-(diethylamino)-3-methylpyrrolidin-1-yl)-3-ethyl-2,6-difluoro-N-(6-fluoropyridin-2-yl)benzenesulfonamide